(5S)-5-[[(R)-tert-butylsulfinyl]amino]-3-methoxyspiro[5,7-dihydro-cyclopenta[c]pyridine-6,4'-piperidine]-1'-carboxylic acid tert-butyl ester C(C)(C)(C)OC(=O)N1CCC2(CC1)[C@@H](C1=C(C=NC(=C1)OC)C2)N[S@](=O)C(C)(C)C